2,4-dimethylpentadienyl-titanium (III) CC(=C[Ti+2])C=C(C)C